n-hexyl acetate 2-ethylhexyl-acetate C(C)C(COC(C)=O)CCCC.C(C)(=O)OCCCCCC